(S)-5-(2-(1-(3-ethoxy-4-methoxyphenyl)-2-(methylsulfonyl)ethyl)-1,3-dioxoisoindolin-4-yl)pentyl methanesulfonate CS(=O)(=O)OCCCCCC1=C2C(N(C(C2=CC=C1)=O)[C@H](CS(=O)(=O)C)C1=CC(=C(C=C1)OC)OCC)=O